N1[C@@H](CCC1=O)C(=O)[O-] |r| D,L-Pyroglutamate